C(C)(C)OC(=O)[C@@H]1C[C@H](CCC1)OC=1C(=NC(=NC1)C=1C=NN(C1CNC1=NOC(=N1)CCC(C)C)C)C (1s,3s)-3-((2-(5-(((5-isopentyl-1,2,4-oxadiazol-3-yl)amino)methyl)-1-methyl-1H-pyrazol-4-yl)-4-methylpyrimidin-5-yl)oxy)cyclohexane-1-carboxylic acid isopropyl ester